BrC=1C=C(C=C(C1)Cl)N1N=CC(=C1)CO [1-(3-bromo-5-chlorophenyl)pyrazol-4-yl]methanol